C(CC(C)C)OC1=C(C#N)C=C(C=C1)C1=NC=C2C(=N1)NNC2=O 2-isopentyloxy-5-(3-oxo-2,3-dihydro-1H-pyrazolo[3,4-d]pyrimidin-6-yl)benzonitrile